[C@@H]1([C@H](O)[C@@H](O)[C@@H](O)[C@H](O1)CO)O[C@H]1[C@@H]([C@H](C(O)O[C@@H]1CO)O)O 4-O-(β-D-galactopyranosyl)-D-glucopyranose